carbonyl-pyrrolidine-2-carboxylic acid C(=O)=C1C(NCC1)C(=O)O